C(C)C1(OCCO1)C Ethyl-2-methyl-1,3-dioxolane